2-CHLORONAPHTHALENE-7-BORONIC ACID ClC1=CC2=CC(=CC=C2C=C1)B(O)O